N-(4-(1-aminopropyl)thiazol-2-yl)cyclopropanesulfonamide NC(CC)C=1N=C(SC1)NS(=O)(=O)C1CC1